CN(S(=O)(=O)N1C=NC=2C1=NC(=CC2)C2=NN(N=C2)C2=CC=CC=C2)C 5-(phenyl-2H-[1,2,3]triazol-4-yl)imidazo[4,5-b]pyridine-3-sulfonic acid dimethylamide